1-[(1-ethyl-1H-pyrazol-4-yl)methyl]-4-methyl-3-[3-(4-methyl-1H-imidazol-1-yl)-5-(trifluoromethyl)phenyl]-1,3-dihydro-2H-imidazol-2-one C(C)N1N=CC(=C1)CN1C(N(C(=C1)C)C1=CC(=CC(=C1)C(F)(F)F)N1C=NC(=C1)C)=O